(1R,4R)-2'-{(2R)-3-[(4-methoxyphenyl)methoxy]-2-methylpropyl}spiro[cyclohexane-1,1'-indene]-4-carbonitrile COC1=CC=C(C=C1)COC[C@@H](CC=1C2(C3=CC=CC=C3C1)CCC(CC2)C#N)C